S1C=NCC1 THIAZOLINE